CC1(OB(OC1(C)C)C=1C=CC2=C(N=C(S2)CCN2CCOCC2)C1)C 4-(2-(5-(4,4,5,5-tetramethyl-1,3,2-dioxaborolan-2-yl)benzo[d]thiazol-2-yl)Ethyl)morpholine